5-(4-(4-fluorobutan-2-ylsulfonyl)phenyl)-3-(3-(4-((2-fluoroethylamino)methyl)phenyl)isoxazol-5-yl)pyrazin-2-amine FCCC(C)S(=O)(=O)C1=CC=C(C=C1)C=1N=C(C(=NC1)N)C1=CC(=NO1)C1=CC=C(C=C1)CNCCF